benzo[rst]pentaphene C1=CC=CC2=CC3=CC=C4C=C5C=CC=CC5=C5C4=C3C(=C12)C=C5